ClC=1C=C(C(=O)N[C@@H](C(=O)OC)C)C=C(C1)Cl Methyl (2R)-2-[(3,5-dichlorobenzoyl)amino]propanoate